C(CCCCCCCCCC)(=O)OCC(O)CO 1-glyceryl undecanoate